C(#N)/C(/C(=O)NC1=CC=C(C=C1)S(N(C)C)(=O)=O)=C(\C=1C=NOC1C)/O (Z)-2-cyano-N-(4-(N,N-dimethylsulfamoyl)phenyl)-3-hydroxy-3-(5-methylisoxazol-4-yl)acrylamide